methyl (2R,4aS,6aS,14bR,16aS,16bR)-9-methoxy-2,4a,6a,9,14b,16a-hexamethyl-11-oxo-1,3,4,4a,5,6,6a,9,9a,11,12,14b,15,16,16a,16b-hexadecahydro-2H-piceno[3,2-b][1,4]oxazine-2-carboxylate COC1(C2=CC=C3[C@]4(CC[C@]5(CC[C@](C[C@H]5[C@@]4(CC[C@]3(C2=CC=2C1OC(CN2)=O)C)C)(C(=O)OC)C)C)C)C